O[C@@H]1[C@@H]([C@@H](CC1)C1=CC(=C(C=C1/C=C/C(=O)N)O)O)C1=CC(=C(C=C1/C=C/C(=O)N)O)O (1R,2S,3S)-3-hydroxycyclopentane-1,2-dicaffeamide